[3,4'-bipyridin]-6-amine N1=CC(=CC=C1N)C1=CC=NC=C1